(R)-2-((1-(3,6-dimethyl-4-oxo-2-(piperidin-1-yl)-3,4-dihydroquinazolin-8-yl)ethyl)amino)benzoic acid CN1C(=NC2=C(C=C(C=C2C1=O)C)[C@@H](C)NC1=C(C(=O)O)C=CC=C1)N1CCCCC1